C1CNN2CCC1C2 diazabicyclo[3.2.1]Octane